(1S,2R,3S,5S)-2,3-dihydroxyl-N-meth-yl-4-(6-(((6-methylpyridin-2-yl)meth-yl)amino)-2-(5-methylpyridin-3-yl)-9H-purin-9-yl)bicyclo[3.1.0]hexane-1-formamide O[C@@H]1[C@@]2(C[C@@H]2C([C@@H]1O)N1C2=NC(=NC(=C2N=C1)NCC1=NC(=CC=C1)C)C=1C=NC=C(C1)C)C(=O)NC